(2r,6s)-6-((4-bromophenoxy)methyl)-2-cyclopropyl-2-(iodomethyl)-1,4-dioxan BrC1=CC=C(OC[C@@H]2COC[C@@](O2)(CI)C2CC2)C=C1